COC(CC1=CC(=NO1)C=1C=NC(=NC1)Cl)=O 2-[3-(2-chloropyrimidin-5-yl)-1,2-oxazol-5-yl]acetic acid methyl ester